C(C(C)C)C1=CC=C(C=C1)C(C(=O)O)C.N[C@@H](CCCCN)C(=O)O L-Lysine mono(4-isobutyl-alpha-methylbenzeneacetate)